C(C)(C)(C)OC(=O)N(C1(CC1)C)CC=1C=C(C=2N(C1)N=CN2)C(=O)OC methyl 6-(((tert-butoxycarbonyl) (1-methylcyclopropyl) amino) methyl)-[1,2,4]triazolo[1,5-a]pyridine-8-carboxylate